ClC=1C=CC=2C=C(N3C(C2C1)=C1C=CC=CC1=N3)C3=CC=CC=C3 2-Chloro-6-phenylindazolo[3,2-a]isoquinoline